FC(C1=NN=C(O1)C=1C=CC(=NC1)CN1C(N(C2=C1C=CC=C2)C2CNCC2)=O)F 1-((5-(5-(difluoromethyl)-1,3,4-oxadiazol-2-yl)pyridin-2-yl)methyl)-3-(pyrrolidin-3-yl)-1,3-dihydro-2H-benzo[d]imidazol-2-one